C1(C=CC(N1CCCCCC(=O)ON1C(C(CC1=O)S(=O)(=O)O)=O)=O)=O N-[maleimidocaproyloxy]sulfosuccinimide